1-(benzyloxy)-5-bromo-2-chloro-3-fluorobenzene C(C1=CC=CC=C1)OC1=C(C(=CC(=C1)Br)F)Cl